Hydroxylurea ONC(=O)N